C(C(C)C)C1=NOC(=C1)NC(=O)C1=CSC=2CN(CCC21)C(=O)C=2C=NN1C2C=NC=C1 N-(3-Isobutylisoxazol-5-yl)-6-(pyrazolo[1,5-a]pyrazin-3-carbonyl)-4,5,6,7-tetrahydrothieno[2,3-c]pyridin-3-carboxamid